C(CCCCCCC)(=O)O.C(CCCCCCC)(=O)O.C(C)O.C(C)O.C(C)O triethanol bisoctanoate